tetrafluoropropyl-propoxytrimethylsilane FC(CC(F)(F)F)C[Si](C)(C)OCCC